BrCC=1C=C(C=CC1C(=O)OC)N1CCN(CC1)C(=O)OC(C)(C)C Tert-Butyl 4-(3-(bromomethyl)-4-(methoxycarbonyl)phenyl)piperazine-1-carboxylate